4-Fluorotetrahydrofuran-3-yl(8-amino-7-fluoro-6-(8-methyl-2,3-dihydro-1H-pyrido[2,3-b][1,4]oxazin-7-yl)isoquinolin-3-yl)carbamate FC1C(COC1)N(C([O-])=O)C=1N=CC2=C(C(=C(C=C2C1)C1=C(C2=C(OCCN2)N=C1)C)F)N